Cl.C(N)(=N)C=1C=C(SC1)CNC(=O)[C@H]1NC[C@@H](C1)OC (2S,4R)-N-((4-carbamimidoylthiophen-2-yl)methyl)-4-methoxypyrrolidine-2-carboxamide hydrochloride